(1-hexyl) pyrophosphate O(P([O-])(=O)OP(=O)([O-])[O-])CCCCCC